The molecule is a doubly-charged organophosphate oxoanion resulting from the removal of two protons from the diphosphate group of alpha-D-rhamnosyl-(1->3)-alpha-D-rhamnosyl-(1->2)-alpha-D-rhamnosyl-(1->4)-N-acetyl-D-glucosaminyl undecaprenyl diphosphate It is a conjugate base of an alpha-D-rhamnosyl-(1->3)-alpha-D-rhamnosyl-(1->2)-alpha-D-rhamnosyl-(1->4)-N-acetyl-D-glucosaminyl undecaprenyl diphosphate. C[C@@H]1[C@H]([C@@H]([C@@H]([C@H](O1)O[C@H]2[C@@H]([C@H](O[C@@H]([C@H]2O)O[C@H]3[C@H]([C@@H]([C@H](O[C@@H]3O[C@@H]4[C@H](OC([C@@H]([C@H]4O)NC(=O)C)OP(=O)([O-])OP(=O)([O-])OC/C=C(/C)\\CC/C=C(/C)\\CC/C=C(/C)\\CC/C=C(/C)\\CC/C=C(/C)\\CC/C=C(/C)\\CC/C=C(/C)\\CC/C=C(/C)\\CC/C=C(\\C)/CC/C=C(\\C)/CCC=C(C)C)CO)C)O)O)C)O)O)O)O